ClC1=C2C(=NC=C1C1=CC=CC(=N1)N1C(CN(CC1)CCCN1CCN(CC1)C=1C=C3C=CC=C(C3=CC1)N1C(NC(CC1)=O)=O)=O)NC=C2C2CC2 1-(6-(4-(3-(4-(6-(4-chloro-3-cyclopropyl-1H-pyrrolo[2,3-b]pyridin-5-yl)pyridin-2-yl)-3-oxopiperazin-1-yl)propyl)piperazin-1-yl)naphthalen-1-yl)dihydropyrimidine-2,4(1H,3H)-dione